COC(=O)C1(CCCCC1)N1C(CCC2=CC=C(C=C12)CCN1CCN(CC1)C1=CC(=CC2=C1C=CS2)F)=O (7-(2-(4-(6-fluorobenzothiophen-4-yl)piperazin-1-yl)ethyl)-2-oxo-3,4-dihydroquinoline-1(2H)-yl)cyclohexanecarboxylic acid methyl ester